C1(CC1)C(C(C(=O)NC1=NC(=C(C=C1)C=1C(=NNC1CC)C)F)NC(=O)C=1C(=NOC1)C(C)C)C1CC1 N-[1-(dicyclopropylmethyl)-2-[[5-(5-ethyl-3-methyl-1H-pyrazol-4-yl)-6-fluoro-2-pyridyl]amino]-2-oxo-ethyl]-3-isopropyl-isoxazole-4-carboxamide